(S)-2-(3-(6-chloro-7-fluoro-3-(1H-imidazol-1-yl)-5-methoxy-1-methyl-1H-indol-2-yl)-1H-1,2,4-triazol-5-yl)-2-methoxyethan-1-ol ClC1=C(C=C2C(=C(N(C2=C1F)C)C1=NNC(=N1)[C@@H](CO)OC)N1C=NC=C1)OC